COC=CC1CN(CCO1)C(=O)OC(C)(C)C tert-butyl 2-(2-methoxyethenyl)morpholine-4-carboxylate